4-(5-((tert-butoxycarbonyl)amino)-6-methylpyridin-2-yl)-1-ethyl-1H-1,2,3-triazole C(C)(C)(C)OC(=O)NC=1C=CC(=NC1C)C=1N=NN(C1)CC